Cl.FC(OC1CC(C1)N)(F)F 3-(Cis-trifluoromethoxy)cyclobutanamine hydrochloride